bis(4-fluorophenyl)iodonium trifluoromethanesulfonate FC(S(=O)(=O)[O-])(F)F.FC1=CC=C(C=C1)[I+]C1=CC=C(C=C1)F